3-{4-[4-(3,4-dihydro-1H-isoquinolin-2-ylmethyl)-benzyloxy]-1-oxo-1,3-dihydro-isoindol-2-yl}-piperidine-2,6-dione C1N(CCC2=CC=CC=C12)CC1=CC=C(COC2=C3CN(C(C3=CC=C2)=O)C2C(NC(CC2)=O)=O)C=C1